CCCCCCCC/C=C\CCCCCCCC(=O)O[C@H](COC(=O)CCCCCCC/C=C\CCCCCC)COP(=O)(O)OC[C@H](CO)O 1-(9Z-hexadecenoyl)-2-(9Z-octadecenoyl)-glycero-3-phospho-(1'-sn-glycerol)